(2S,3S)-N-(3,4-difluorophenyl)-2-methylpyrrolidine-3-carboxamide hydrochloride Cl.FC=1C=C(C=CC1F)NC(=O)[C@@H]1[C@@H](NCC1)C